(E)-N-(3-bromophenyl)-2-methyl-3-phenylacrylamide BrC=1C=C(C=CC1)NC(\C(=C\C1=CC=CC=C1)\C)=O